FC(C1=NC=CC=C1N1C=NC(=C1)C1=NC(=NC=C1C(F)(F)F)N[C@@H]1[C@@H](CN(CC1)S(=O)(=O)C)F)F (1-(2-(difluoromethyl)pyridin-3-yl)-1H-imidazol-4-yl)-N-((3R,4S)-3-fluoro-1-(methylsulfonyl)piperidin-4-yl)-5-(trifluoromethyl)pyrimidin-2-amine